C(C)(C)NC1=NC=2C=C(C(=CC2C2=C1[C@@H](O[C@@H]2C)C)OC)OCCCN2CCCC2 (1R,3S)-N-isopropyl-8-methoxy-1,3-dimethyl-7-(3-(pyrrolidin-1-yl)propoxy)-1,3-dihydrofuro[3,4-c]quinolin-4-amine